O1COC2=C1C=CC(=C2)C2=C(C=CC=C2Cl)C2=CC(=C(C=C2)C(F)(F)F)C(=O)O 2'-(benzo[d][1,3]dioxol-5-yl)-3'-chloro-4-(trifluoromethyl)-[1,1'-biphenyl]-3-carboxylic acid